(2S)-3-{(1S)-2-[4,6-bis(difluoromethyl)-1,3,5-triazin-2-yl]-6-chloro-2,3,4,9-tetrahydro-1H-pyrido[3,4-b]indol-1-yl}propane-1,2-diol FC(C1=NC(=NC(=N1)C(F)F)N1[C@H](C=2NC3=CC=C(C=C3C2CC1)Cl)C[C@@H](CO)O)F